4-(bromomethyl)-2-chloro-8-(2-methoxyethoxy)-1,5-naphthyridine BrCC1=CC(=NC2=C(C=CN=C12)OCCOC)Cl